CO[C@@H]([C@@H](C(C)C)S(=O)(=O)N(CC1=CC=C(C=C1)OC)CC1=CC=C(C=C1)OC)CC=C (3R,4R)-4-METHOXY-N,N-BIS(4-METHOXYBENZYL)-2-METHYLHEPT-6-ENE-3-SULFONAMIDE